3-(5-(3-((-)-1-(4-cyanophenyl)-3-cyclopropyl-1-((R)-1,1-dimethylethylsulfinamido)propyl)phenylcarbamoyl)-3-(trifluoromethyl)-1H-pyrazol-1-yl)phenylmethylcarbamic acid tert-butyl ester C(C)(C)(C)OC(NCC1=CC(=CC=C1)N1N=C(C=C1C(NC1=CC(=CC=C1)C(CCC1CC1)(N[S@](=O)C(C)(C)C)C1=CC=C(C=C1)C#N)=O)C(F)(F)F)=O